tert-butyl (S)-(1-(dimethyl(oxo)-λ6-sulfanylidene)-5-methyl-2-oxohexan-3-yl)carbamate CS(=CC([C@H](CC(C)C)NC(OC(C)(C)C)=O)=O)(=O)C